3-(2'-hydroxy-4'-dimethylaminophenyl)-3-(2'-methoxy-5'-nitrophenyl)phthalide OC1=C(C=CC(=C1)N(C)C)C1(OC(=O)C2=CC=CC=C12)C1=C(C=CC(=C1)[N+](=O)[O-])OC